[(3R,5S,8R,9S,10S,13S,14S,17S)-17-acetyl-3,10,13-trimethyl-1,2,4,5,6,7,8,9,11,12,14,15,16,17-tetradecahydrocyclopenta[a]phenanthren-3-yl] heptanoate C(CCCCCC)(=O)O[C@@]1(CC[C@@]2([C@H]3CC[C@@]4([C@H](CC[C@H]4[C@@H]3CC[C@H]2C1)C(C)=O)C)C)C